N1,N1-Didodecyloctane-1,8-diamine C(CCCCCCCCCCC)N(CCCCCCCCN)CCCCCCCCCCCC